[Cl-].NC1=C[N+](=NO1)CC1=CC2=CC=CC=C2C=C1 5-amino-3-(naphthalen-2-ylmethyl)-1,2,3-oxadiazol-3-ium chloride